(+)-(R)-4-[2-[4-(3,10-dibromo-8-chloro-5,6-dihydro-11H-benzo[5,6]cyclohepta[1,2-b]pyridin-11-yl)piperidin-1-yl]-2-oxoethyl]piperidine-1-carboxamide BrC=1C=C2C(=NC1)[C@@H](C1=C(CC2)C=C(C=C1Br)Cl)C1CCN(CC1)C(CC1CCN(CC1)C(=O)N)=O